methyl 4-[(2-aminoethyl) (methyl) amino]-1-[(4-chlorophenyl) methyl]-2-[3-(trifluoromethoxy) phenoxy]-1H-imidazole-5-carboxylate NCCN(C=1N=C(N(C1C(=O)OC)CC1=CC=C(C=C1)Cl)OC1=CC(=CC=C1)OC(F)(F)F)C